(hydroxyiminomethyl)pyridinium ON=C[N+]1=CC=CC=C1